8-(4-chloro-2-fluoro-phenyl)-3-methyl-6-[6-(2-methyltriazol-4-yl)-3,6-dihydro-2H-pyran-4-yl]-2-(trifluoromethyl)pyrimido[5,4-d]pyrimidin-4-one ClC1=CC(=C(C=C1)C1=NC(=NC2=C1N=C(N(C2=O)C)C(F)(F)F)C=2CCOC(C2)C2=NN(N=C2)C)F